sodium N-oleoyl-N'-hydroxyethyl-N'-carboxymethyl-ethylenediamine C(CCCCCCC\C=C/CCCCCCCC)(=O)NCCN(CC(=O)O)CCO.[Na]